N[C@@H]1[C@H](CCCC1)NC(=O)C=1SC=2N=CC=C3N(C(NC1C23)=O)C2=C(C=C(C=C2)OC2=CC=CC=C2)C N-((1S-2S)-2-Aminocyclohexyl)-5-(2-methyl-4-phenoxyphenyl)-4-oxo-4,5-dihydro-3H-1-thia-3,5,8-triazaacenaphthylene-2-carboxamide